C(=O)C1=CC=C(C(=O)NC=2C=C(N(C2)C)C(=O)NC2=CN(C(=C2)C(NC2=CC=C(C=C2)C=O)=O)C)C=C1 4-(4-formylbenzamido)-N-(5-((4-formylphenyl)carbamoyl)-1-methyl-1H-pyrrol-3-yl)-1-methyl-1H-pyrrole-2-carboxamide